C(C)(C)(C)OC(=O)N1CCN(CC1)C=1C(=NC=C(C1)C=1C(=C(C=C(C1)F)C1=CC(=C(C=C1)N1C(N(CC1)C)=O)Cl)O)COC 4-(5-(3'-chloro-5-fluoro-2-hydroxy-4'-(3-methyl-2-oxoimidazolidin-1-yl)-[1,1'-biphenyl]-3-yl)-2-(methoxymethyl)pyridin-3-yl)piperazine-1-carboxylic acid tert-butyl ester